C(C)OC1=CC=C(C=C1)S(=O)(=O)OC1=CC=C(C=C1)NC(NC1=CC=C(C=C1)OS(=O)(=O)C1=CC=C(C=C1)OCC)=O bis-[4-(p-ethoxybenzenesulfonyloxy)phenyl]urea